[C@H]1([C@@H](O)[C@@H](O)[C@H](O)[C@H](O1)CO)OCCNC(CN([C@@H](C(=O)NCCC(=O)OCC1=CC=CC=C1)CCN(CC(NCCO[C@@H]1[C@@H](O)[C@@H](O)[C@H](O)[C@H](O1)CO)=O)CC(NCCO[C@@H]1[C@@H](O)[C@@H](O)[C@H](O)[C@H](O1)CO)=O)CC(NCCO[C@@H]1[C@@H](O)[C@@H](O)[C@H](O)[C@H](O1)CO)=O)=O benzyl (2R)-3-(2,4-bis{bis[2-({2-[(α-D-mannopyranosyl) oxy]ethyl}amino)-2-oxoethyl]amino}butanamido)propanoate